ClC1=C(C=2N(C=N1)C1=C(N2)CCN([C@H]1C)C(=O)C1=NC=C(C=N1)OC)Cl (S)-(3,4-dichloro-9-methyl-6,9-dihydropyrido[4',3':4,5]imidazo[1,2-c]pyrimidin-8(7H)-yl)(5-methoxypyrimidin-2-yl)methanone